FC1=C2N=C(C(NC2=CC(=C1F)CO)=O)C 5,6-difluoro-7-(hydroxymethyl)-3-methyl-1H-quinoxalin-2-one